Cl.C1(=CC=CC=C1)C(OCCN(C)C)C1=CC=CC=C1 2-(Diphenylmethoxy)-N,N-dimethylethan-1-amine hydrochloride